6-(bis(4H-benzo[d][1,3]dioxin-6-yl)methyl)-2-azaspiro[3.3]heptane-2-carbonyl-1H-1,2,4-triazole-3-carbonitrile O1COCC2=C1C=CC(=C2)C(C2CC1(CN(C1)C(=O)N1N=C(N=C1)C#N)C2)C2=CC1=C(OCOC1)C=C2